CC(C(=O)NC(C)S(=O)(=O)[O-])CCCCCCCCCC.[Na+] sodium 2-methyl-1-oxododecylaminoethanesulfonate